COC1=CC(=NC=C1CCCN)NC(OC(C)(C)C)=O tert-butyl (4-methoxy-5-(3-(amino)propyl)pyridin-2-yl)carbamate